C(C)C1CCC=2C1=NN(C2C(F)(F)F)CC(=O)[O-].[Li+] lithium 2-[6-ethyl-3-(trifluoromethyl)-5,6-dihydro-4H-cyclopenta[c]pyrazol-2-yl]acetate